N,N-diisopropylaminoethyl-methacrylamide tert-butyl-(3-{4-[(3R)-3-(trifluoromethoxy)pyrrolidin-1-yl]-1H-pyrazol-1-yl}bicyclo[1.1.1]pentan-1-yl)carbamate C(C)(C)(C)N(C(O)=O)C12CC(C1)(C2)N2N=CC(=C2)N2C[C@@H](CC2)OC(F)(F)F.C(C)(C)NN(C(C(=CCC)C)=O)NC(C)C